CC=1C=C(C=CC1)C1N(CCC2=CC=CC=C12)C 1-(3-methylphenyl)-2-methyl-1,2,3,4-tetrahydroisoquinoline